(±)-1-methoxy-9-(naphthalen-1-yl)-10-phenylacridine COC1=CC=CC=2N(C3=CC=CC=C3[C@H](C12)C1=CC=CC2=CC=CC=C12)C1=CC=CC=C1 |r|